C(C)(C)N1N=C(N=C1)C(=O)O 1-isopropyl-1H-1,2,4-triazole-3-carboxylic acid